N-((S)-(4-(tert-butyl)phenyl)((R)-2'-iodo-6,6'-dimethyl-[1,1'-biphenyl]-2-yl)-λ4-sulfaneylidene)furan-2-carboxamide C(C)(C)(C)C1=CC=C(C=C1)[S@](=NC(=O)C=1OC=CC1)C1=C(C(=CC=C1)C)C1=C(C=CC=C1C)I